(3S)-3-[9H-fluoren-9-ylmethoxycarbonyl-(methyl)amino]-4-oxo-4-piperidin-1-yl-butyric acid C1=CC=CC=2C3=CC=CC=C3C(C12)COC(=O)N([C@@H](CC(=O)O)C(N1CCCCC1)=O)C